NC1=CC=C(C=N1)C1=CN2C(S1)=C(C=N2)C(=O)NC=2C(=NC=C(C2)C(NCCN2C(CCC2)(C)C)=O)C (6-aminopyridin-3-yl)-N-(5-((2-(2,2-dimethylpyrrolidin-1-yl)ethyl)carbamoyl)-2-methylpyridin-3-yl)pyrazolo[5,1-b]Thiazole-7-carboxamide